C1(C(CCCC1)C(=O)[O-])C(=O)[O-] 1,2-cyclohexanedicarboxylate